(4-fluorophenyl)-N-(4-methyl-3-((4-(pyridin-3-yl)pyrimidin-2-yl)amino)phenyl)-5-(methylsulfinyl)-1H-pyrazole-3-carboxamide FC1=CC=C(C=C1)N1N=C(C=C1S(=O)C)C(=O)NC1=CC(=C(C=C1)C)NC1=NC=CC(=N1)C=1C=NC=CC1